C1(CC1)C1=CC=C(N1)C(=O)O 5-cyclopropyl-1H-pyrrole-2-carboxylic acid